ClC1=NC=2N(C(=C1)NCC1=C(C=C(C=C1)C1=CC=CC=C1)F)N=CC2CC 5-chloro-3-ethyl-N-((3-fluoro-[1,1'-biphenyl]-4-yl)methyl)pyrazolo[1,5-a]pyrimidin-7-amine